O.[Na].[Na].P(=O)(O)(O)OCCN O-phosphoethanolamine disodium salt hydrate